6-(PIVALAMIDO)PYRIDINE-3-BORONIC ACID C(C(C)(C)C)(=O)NC1=CC=C(C=N1)B(O)O